C1(CC1)C=1NC(=NN1)C1CC2(CN(C2)C(=O)N2CC3(C2)CC(C3)C(C=3C=NC(=CC3)C(F)(F)F)(F)F)C1 [6-(5-cyclopropyl-4H-1,2,4-triazol-3-yl)-2-azaspiro[3.3]heptan-2-yl]-[6-[difluoro-[6-(trifluoromethyl)-3-pyridyl]methyl]-2-azaspiro[3.3]heptan-2-yl]methanone